monomethyl-ε-caprolactone CC1C(=O)OCCCC1